C(C)C(C[Si](OC)(OC)CC(CCCC)CC)CCCC di(2-ethylhexyl)dimethoxysilane